(1R,3r)-3-(3-(6-(1-methyl-1H-pyrazol-4-yl)-7H-pyrrolo[2,3-d]pyrimidin-4-yl)-3,8-diazabicyclo[3.2.1]octan-8-yl)cyclobutane-1-carbonitrile CN1N=CC(=C1)C1=CC2=C(N=CN=C2N2C[C@H]3CCC(C2)N3C3CC(C3)C#N)N1